C(C1=CC=CC=C1)OC(=O)N[C@H]1C[C@H](CCC1)NC(OC(C)(C)C)=O tert-butyl N-[cis-3-(benzyloxycarbonylamino) cyclohexyl]carbamate